4-(3-(cyclohex-1-enecarboxamido)-2-methylphenyl)-2-(1-(methylsulfonyl)-1,2,3,6-tetrahydropyridin-4-yl)-1H-indole-7-carboxamide C1(=CCCCC1)C(=O)NC=1C(=C(C=CC1)C1=C2C=C(NC2=C(C=C1)C(=O)N)C=1CCN(CC1)S(=O)(=O)C)C